FC1(C(C1)C(=O)NC=1N=CC2=C(N=CC(=C2C1)C1=CC=CC=C1)NC)F 2,2-difluoro-N-(8-(methylamino)-5-phenyl-2,7-naphthyridin-3-yl)cyclopropane-1-carboxamide